ClC1=NC(C2(C3=CC=CC=C13)CC2)(C)C chloro-3',3'-dimethyl-spiro(cyclopropane-1,4'-isoquinoline)